(5R,7R)-4-(5-((S)-2-(4-chlorophenyl)-3-(isopropylamino) propionyl)-5,6-dihydropyrrolo[3,4-c]pyrazol-2(4H)-yl)-5-methyl-6,7-dihydro-5H-cyclopenta[d]pyrimidin-7-yl 4-nitrobenzoate [N+](=O)([O-])C1=CC=C(C(=O)O[C@@H]2C[C@H](C3=C2N=CN=C3N3N=C2C(=C3)CN(C2)C([C@H](CNC(C)C)C2=CC=C(C=C2)Cl)=O)C)C=C1